ClC1=CC=C(C=C1)C=1N=C2N(C=CC=N2)C1CN1CC2CCC(C1)N2C(=O)NC2=CC=C(C=C2)SC(F)(F)F 3-{[2-(4-Chlorophenyl)imidazo[1,2-a]pyrimidin-3-yl]methyl}-N-{4-[(trifluoromethyl)sulfanyl]-phenyl}-3,8-diazabicyclo[3.2.1]octan-8-carboxamid